N1(CCC=CC1)C(=O)OC(C)(C)C Tert-butyl 3,6-dihydropyridine-1(2H)-carboxylate